C1(CC1)C(=O)NC1=CC(=C(N=N1)C(=O)NC([2H])([2H])[2H])NC1=C(C(=CC=C1)C1=NOC(=N1)COCC)OC 6-cyclopropaneamido-4-({3-[5-(ethoxymethyl)-1,2,4-oxadiazol-3-yl]-2-methoxyphenyl}amino)-N-(2H3)methylpyridazine-3-carboxamide